NCC1=NNC(C2=CC(=CC=C12)C=1C=NN(C1)C)=O 4-(aminomethyl)-7-(1-methyl-1H-pyrazol-4-yl)phthalazin-1(2H)-one